1,1,1,3,3,4,4,4-octafluoro-2-(trifluoromethyl)butan-2-olate cesium salt [Cs+].FC(C(C(C(F)(F)F)(F)F)([O-])C(F)(F)F)(F)F